CN(C)CCCN(CCCN(C)C)CCCN(C)C tri(dimethylaminopropyl)amine